C(C)(=O)C(C(=O)OCC(CCCC)CC)=CC1=CC(=C(C(=C1)OC)O)OC 2-ethylhexyl α-acetyl-3,5-dimethoxy-4-hydroxycinnamate